C(CCCCCC(C)O)O octane-1,7-diol